(S)-1'-(6-(2-chlorophenyl)-5-methylimidazo[2,1-b][1,3,4]thiadiazol-2-yl)-1,3-dihydrospiro[inden-2,4'-piperidin]-1-amine ClC1=C(C=CC=C1)C=1N=C2SC(=NN2C1C)N1CCC2(CC1)[C@@H](C1=CC=CC=C1C2)N